(R)-1-(2-Hydroxy-3,3-dimethylbutyl)-3-((2-(2,2,3,3,3-pentafluoropropoxy)pyridin-4-yl)methyl)urea O[C@@H](CNC(=O)NCC1=CC(=NC=C1)OCC(C(F)(F)F)(F)F)C(C)(C)C